C(C1CO1)N1C(C(C(C1=O)C)C)=O N-glycidyl-α,β-dimethylsuccinimide